2-Chloro-N-(5-fluoropyrimidin-4-yl)acetamide ClCC(=O)NC1=NC=NC=C1F